ClC1=C2C(=NC=C1)NCC2(C2CC2)C=2C=C(C=CC2)N2C(CNCC2)=O 1-(3-{4-chloro-3-cyclopropyl-1H-pyrrolo[2,3-b]pyridin-3-yl}phenyl)piperazin-2-one